BrC=1N=C2C(=C(C(N(C2=CC1)CC#C)=O)C#N)N(C)C1CCCCC1 6-bromo-4-[cyclohexyl(methyl)amino]-2-oxo-1-(prop-2-yn-1-yl)-1,2-dihydro-1,5-naphthyridine-3-carbonitrile